OC1=C(C=CC(=C1)OCCC)C1=NC(=NC(=N1)C1=C(C=C(C=C1)OCCC)O)C1=C(C=C(C=C1)C)C 2,4-Bis(2-hydroxy-4-propyloxy-phenyl)-6-(2,4-di-methylphenyl)-1,3,5-triazin